((3R,5R)-3-Amino-5-fluoropiperidin-1-yl)(2-(1-(cyclopropylmethyl)-6-(1,1,1-trifluoro-2-hydroxypropan-2-yl)-1H-indol-2-yl)-4-methoxy-3-methylpyrazolo[1,5-a]pyridin-6-yl)methanone N[C@H]1CN(C[C@@H](C1)F)C(=O)C=1C=C(C=2N(C1)N=C(C2C)C=2N(C1=CC(=CC=C1C2)C(C(F)(F)F)(C)O)CC2CC2)OC